(1s,5r)-6-(2-aminothiazol-5-yl)-3-azabicyclo[3.1.0]hexane-3-carboxylic acid benzyl ester C(C1=CC=CC=C1)OC(=O)N1C[C@@H]2C([C@@H]2C1)C1=CN=C(S1)N